tert-butyl (S)-30-(((benzyloxy) carbonyl) amino)-27-oxo-2,5,8,11,14,17,20,23-octaoxa-26-azahentriacontan-31-oate C(C1=CC=CC=C1)OC(=O)N[C@@H](CCC(NCCOCCOCCOCCOCCOCCOCCOCCOC)=O)C(=O)OC(C)(C)C